FC=1C(=C(C(=C(C1F)F)F)S(=O)(=O)O)OC(C(C(C(C(C(C(C(C(F)(F)F)(F)F)(F)F)(F)F)(F)F)(F)F)(F)F)(F)F)(F)F perfluorononyloxybenzenesulfonic acid